[4-(3-aminophenyl)-1H-pyrrol-2-yl](3,4,5-trimethoxyphenyl)methanone NC=1C=C(C=CC1)C=1C=C(NC1)C(=O)C1=CC(=C(C(=C1)OC)OC)OC